OCCCC1=C2CN(C(C2=CC=C1)=C=O)C1C(NC(CC1)=O)=O 3-(4-(3-hydroxypropyl)-1-carbonyl-isoindolin-2-yl)piperidine-2,6-dione